2,5-bis-hydroxymethyl-furan OCC=1OC(=CC1)CO